tert-butyl N-[1-[[2-bromo-4-(trifluoromethyl)-3-thienyl]methyl]-2-hydroxy-ethyl]-N-methyl-carbamate BrC=1SC=C(C1CC(CO)N(C(OC(C)(C)C)=O)C)C(F)(F)F